NC1=NC=CC(=N1)C1=C(N=C(S1)C1CCNCC1)C=1C(=C(C=CC1)C(CC)S(=O)(=O)N)F {3-[5-(2-aminopyrimidin-4-yl)-2-(piperidin-4-yl)-1,3-thiazol-4-yl]-2-fluorophenyl}propane-1-sulfonamide